C(C=C)OC1=CC(=CC(=C1)C)C 1-(allyloxy)-3,5-dimethylbenzene